5-{[(1R,2S)-2-aminocyclohexyl]amino}-N-(3-carbamoyl-1-ethyl-1H-pyrazol-4-yl)pyrazolo[1,5-a]pyrimidine-3-carboxamide N[C@@H]1[C@@H](CCCC1)NC1=NC=2N(C=C1)N=CC2C(=O)NC=2C(=NN(C2)CC)C(N)=O